6-(dibutylamino)-1,3,5-triazin-2,4-dithiol C(CCC)N(C1=NC(=NC(=N1)S)S)CCCC